5-(2-oxo-6-(trifluoromethyl)-1,2-dihydropyridin-4-yl)-1,2,4-oxadiazole-3-carboxylic acid ethyl ester C(C)OC(=O)C1=NOC(=N1)C1=CC(NC(=C1)C(F)(F)F)=O